FC1=C(C(=CC=C1)F)C1CC(C1)O 3-(2,6-difluorophenyl)cyclobutan-1-ol